(E)-3-(3-(tert-butyl)pyrazin-2-yl)-N-(4-(methylsulfonamido)phenyl)acrylamide C(C)(C)(C)C=1C(=NC=CN1)/C=C/C(=O)NC1=CC=C(C=C1)NS(=O)(=O)C